FC1(CCC(CC1)OC=1N=NNC1C(=O)O)F 4-((4,4-difluorocyclohexyl)oxy)-1H-1,2,3-triazole-5-carboxylic acid